ClC1=CC=CC(=N1)C1=NC(NC(N1)=N[C@@H](C(F)(F)F)C)=N[C@@H](C(F)(F)F)C 6-(6-chloropyridin-2-yl)-N2,N4-bis((R)-1,1,1-trifluoropropan-2-yl)-1,3,5-triazine-2,4(1H,3H)-diimine